methyl 2-fluoro-4-(4-(trifluoromethyl)-1H-imidazol-2-yl)benzoate FC1=C(C(=O)OC)C=CC(=C1)C=1NC=C(N1)C(F)(F)F